4-chloro-N-ethyl-N-[(propylamino)carbonyl]benzenesulfonamid ClC1=CC=C(C=C1)S(=O)(=O)N(C(=O)NCCC)CC